2-methyl-2-(p-tolyl)propanoic acid CC(C(=O)O)(C)C1=CC=C(C=C1)C